5,6,7-Trimethyl-2-({1-[2-(trifluoromethyl)pyridin-4-yl]azetidin-3-yl}acetyl)-1,2,3,5-tetrahydro-4H-pyrrolo[3,4-c]pyridin-4-on CN1C(C2=C(C(=C1C)C)CN(C2)C(CC2CN(C2)C2=CC(=NC=C2)C(F)(F)F)=O)=O